N-(5-((6-((R)-3-(4-chloro-2-fluorophenyl)isoxazolidine-2-yl)pyrimidine-4-yl)amino)-4-methoxy-2-((R)-3-morpholinopyrrolidine-1-yl)phenyl)acrylamide ClC1=CC(=C(C=C1)[C@@H]1N(OCC1)C1=CC(=NC=N1)NC=1C(=CC(=C(C1)NC(C=C)=O)N1C[C@@H](CC1)N1CCOCC1)OC)F